Dibenzyl Tetrasulfide C(C1=CC=CC=C1)SSSSCC1=CC=CC=C1